C(CCCCCCC)OC(CCC(=O)OC(C(=O)[O-])(CCCCCCC=CCC=CCCCCC)CC(C)COC(=O)OC1CCN(CC1)C)OCCCCCCCC ((4,4-bis(octyloxy)butanoyl)oxy)-2-(((((1-methylpiperidin-4-yl)oxy)carbonyl)oxy)methyl)propyloctadeca-9,12-dienoate